5-chloro-N-(4-chlorophenyl)-2-hydroxybenzamide ClC=1C=CC(=C(C(=O)NC2=CC=C(C=C2)Cl)C1)O